(R)-1-((3-methylpyridin-2-yl)methyl)-N-(4-(methylsulfonyl)phenyl)piperidine-2-carboxamide CC=1C(=NC=CC1)CN1[C@H](CCCC1)C(=O)NC1=CC=C(C=C1)S(=O)(=O)C